CC1(OC=2C(=NC(=CC2)C=2C(=CC(=NC2)NC(C)=O)NC2=NC(=CC(=C2)[C@@H]2COCC2)S(=O)(=O)C)OC1)C (R)-N-(5-(2,2-dimethyl-2,3-dihydro-[1,4]dioxino[2,3-b]pyridin-6-yl)-4-((6-(methylsulfonyl)-4-(tetrahydrofuran-3-yl)pyridin-2-yl)amino)pyridin-2-yl)acetamide